(R)-3-(tert-butyloxycarbonyl)-1,2,3,4,4a,5-hexahydropyrazino[1,2-d]pyrido[2,3-b][1,4]oxazine-8-carboxylic acid C(C)(C)(C)OC(=O)N1C[C@H]2N(C3=C(OC2)N=C(C=C3)C(=O)O)CC1